3-(2,4-difluorophenyl)-N-(1-(2-fluoro-3-(2,2,2-trifluoroethoxy)phenyl)cyclopropyl)-3-hydroxybutanamide FC1=C(C=CC(=C1)F)C(CC(=O)NC1(CC1)C1=C(C(=CC=C1)OCC(F)(F)F)F)(C)O